3-[9-(5-Carboxypentylamino)-2,2,4,7,7-pentamethyl-8H-chromeno[3,2-g]quinolin-11-ium-1-yl]propan-1-sulfonat C(=O)(O)CCCCCNC=1CC(C2=CC=3C=C4C(=CC(N(C4=CC3[O+]=C2C1)CCCS(=O)(=O)[O-])(C)C)C)(C)C